rac-(1R,2R)-2-(1-(tetrahydro-2H-pyran-2-yl)-1H-pyrazol-4-yl)cyclopropane-1-carboxylic acid O1C(CCCC1)N1N=CC(=C1)[C@H]1[C@@H](C1)C(=O)O |r|